FC1(OC2=C(O1)C=CC(=C2)[C@H](C)OC=2C=C(C=NC2)N2N=C(C=1CCC[C@H](C21)O)C(F)(F)F)F (7R)-1-[5-[(1S)-1-(2,2-difluoro-1,3-benzodioxol-5-yl)ethoxy]-3-pyridyl]-3-(trifluoromethyl)-4,5,6,7-tetrahydroindazol-7-ol